4-[5-[(2S)-2-amino-2-carboxy-ethyl]-2-pyridyl]benzoic acid N[C@@H](CC=1C=CC(=NC1)C1=CC=C(C(=O)O)C=C1)C(=O)O